CC=1C=C(C=CC1[N+](=O)[O-])NC(C1=CC(=CC=C1)C(F)(F)F)=O N-(3-methyl-4-nitrophenyl)-3-(trifluoromethyl)benzamide